(1R,2S,4R)-2-(ethoxymethyl)-5,5-difluoro-2-(hydroxymethyl)-4-methyl-quinuclidin-3-one C(C)OC[C@@]1(N2CC([C@@](C1=O)(CC2)C)(F)F)CO